N1,N3,N5-Tris(6-(didodecylamino)hexyl)adamantane-1,3,5,7-tetracarboxamide C(CCCCCCCCCCC)N(CCCCCCNC(=O)C12CC3(CC(CC(C1)(C3)C(=O)N)(C2)C(=O)NCCCCCCN(CCCCCCCCCCCC)CCCCCCCCCCCC)C(=O)NCCCCCCN(CCCCCCCCCCCC)CCCCCCCCCCCC)CCCCCCCCCCCC